ClC=1N=C(C2=C(N1)N(C=C2)C2=CC=CC=C2)C=2C=C(SC2)C=NCCCN(C)C 2-Chloro-4-{2-[(3-dimethylaminopropyl)iminomethyl]thien-4-yl}-7-phenyl-7H-pyrrolo[2,3-d]pyrimidine